(3R,4R)-3-(3,4-Dihydroisoquinolin-2(1H)-yl)piperidin-4-ol C1N(CCC2=CC=CC=C12)[C@@H]1CNCC[C@H]1O